C1(CC1)CN1C(=NN=C1)C1=CC=C(C=C1)C=1C=C(C=NC1)C1=CC=NC2=C1C=C1N2CCN(C1=O)C 4-(5-(4-(4-(cyclopropylmethyl)-4H-1,2,4-triazol-3-yl)phenyl)pyridin-3-yl)-7-methyl-8,9-dihydropyrido[3',2':4,5]pyrrolo[1,2-a]pyrazin-6(7H)-one